C[C@@H]1N(CCN([C@@H]1C)C)C(=O)OC(C)(C)C tert-butyl (2S,3R)-2,3,4-trimethylpiperazine-1-carboxylate